C(C)(C1=C(C(=CC(=C1)C(C)(C)C)C(C)(C)C)O)C1=C(C(=CC(=C1)C(C)(C)C)C(C)(C)C)O 2,2'-ethylidenebis[4,6-di-tert-butylphenol]